Myristoleyl-(myristoleic acid) C(CCCCCCC\C=C/CCCC)C(C(=O)O)CCCCCC\C=C/CCCC